4-(tert-butoxy)-4-oxobut-2-enoic acid C(C)(C)(C)OC(C=CC(=O)O)=O